Methyl 2-(benzyloxycarbonylamino)-3-[[(1S)-2-ethoxy-1-methyl-2-oxo-ethyl]amino]prop-2-enoate C(C1=CC=CC=C1)OC(=O)NC(C(=O)OC)=CN[C@H](C(=O)OCC)C